ClC1=C(C(=CC=C1)F)N1C=2N(C3=C(C1=O)C=NC(=N3)NC=3C=NC(=CC3)N3CCN(CC3)C)CCN2 6-(2-chloro-6-fluorophenyl)-2-((6-(4-methylpiperazin-1-yl)pyridin-3-yl)amino)-8,9-dihydroimidazo[1,2-a]pyrimido[5,4-e]pyrimidin-5(6H)-one